3-((4-aminopyrimidin-2-yl)oxy)propan-1-ol NC1=NC(=NC=C1)OCCCO